C(C)(C)(C)NC(CN(C(OC(C)(C)C)=O)C)=O tert-butyl (2-(tert-butylamino)-2-oxoethyl)(methyl)carbamate